7-Ethyl-1-(2-fluorophenyl)-4-(methylamino)pyrido[2,3-d]pyrimidin-2(1H)-one C(C)C=1C=CC2=C(N(C(N=C2NC)=O)C2=C(C=CC=C2)F)N1